(R)-6-(5-(((tert-butyldimethylsilyl)oxy)methyl)-2-oxoOxazolidin-3-yl)-2H-pyrazino[2,3-b][1,4]Oxazin-3(4H)-one [Si](C)(C)(C(C)(C)C)OC[C@H]1CN(C(O1)=O)C1=NC2=C(OCC(N2)=O)N=C1